COCC1CN(CCC1)CC=1C=C2C(=NNC2=CC1)C1=NC=CC(=N1)N1N=CC(=C1)CCO 2-{1-[2-(5-{[3-(methoxymethyl)piperidin-1-yl]methyl}-1H-indazol-3-yl)pyrimidin-4-yl]-1H-pyrazol-4-yl}ethan-1-ol